1-octylnonyl 8-[2-aminoethyl-[6-(2-methylundecoxy)-6-oxo-hexyl]amino]octanoate NCCN(CCCCCCCC(=O)OC(CCCCCCCC)CCCCCCCC)CCCCCC(=O)OCC(CCCCCCCCC)C